CSC1=NC(=C2NC=NC2=N1)NCCC(=C)C 2-(methylthio)-N6-(isopentenyl)adenine